3-[6-({4-[(2S)-2-(4-chloro-2-fluorophenyl)-2-methyl-2H-1,3-benzodioxol-4-yl]piperidin-1-yl}methyl)-5-(methanesulfonylmethyl)pyridin-3-yl]-2,5-dihydro-1,2,4-oxadiazol-5-one ClC1=CC(=C(C=C1)[C@@]1(OC2=C(O1)C=CC=C2C2CCN(CC2)CC2=C(C=C(C=N2)C=2NOC(N2)=O)CS(=O)(=O)C)C)F